6-((2-hydroxydodecyl)(methyl)amino)hexane-1,2,3,4,5-pentaol OC(CN(CC(C(C(C(CO)O)O)O)O)C)CCCCCCCCCC